C(C=C(C)C)(=O)O Isopentenoic acid